N1C(=NC2=C1C=CC=C2)C(N2C(C1=CC(=CC=C1C2)C2=CC=C(C=C2)N2CCNCC2)=O)C2=C(C=CC(=C2)Cl)O 2-((1H-benzo[d]imidazole-2-yl)(5-chloro-2-hydroxyphenyl)methyl)-6-(4-(piperazine-1-yl)phenyl)isoindolin-1-one